(S)-N-((1S)-5-fluoro-1-(2-(2,4,6-trioxo-1-(tetrahydro-2H-pyran-4-yl)hexahydropyrimidin-5-yl)ethyl)-2,3-dihydro-1H-inden-1-yl)-2-methylpropane-2-sulfinamide FC=1C=C2CC[C@](C2=CC1)(CCC1C(NC(N(C1=O)C1CCOCC1)=O)=O)N[S@@](=O)C(C)(C)C